C(C)(C)(C)OC(=O)NCC1=NC=CC(=C1)/C=C/C=1C=C(C(=O)OC)C=CC1 Methyl 3-[(E)-2-[2-[(tert-butoxycarbonylamino)methyl]-4-pyridyl]vinyl]benzoate